N(=C=O)CCCCC(C)N=C=O 1,5-Diisocyanatohexan